FC1(CC=2C(=C3N(C2CC1)C=CC=C3)C(=O)O)F 2,2-difluoro-1H,3H,4H-pyrido[1,2-a]indole-10-carboxylic acid